2-chloro-5-methoxy-6-(3-(1-methyl-1H-pyrazol-3-yl)phenyl)-N-(pyridin-3-ylmethyl)pyrimidin-4-amine ClC1=NC(=C(C(=N1)NCC=1C=NC=CC1)OC)C1=CC(=CC=C1)C1=NN(C=C1)C